CC1=NN(C(=C1)C)C=1C=C(C(=O)NC(C(=O)O)CCN(CC(F)(F)F)CCCCC2=NC=3NCCCC3C=C2)C=CC1 2-[[3-(3,5-dimethylpyrazol-1-yl)benzoyl]amino]-4-[4-(5,6,7,8-tetrahydro-1,8-naphthyridin-2-yl)butyl-(2,2,2-trifluoroethyl)amino]butanoic acid